(3R,5R,8R,9S,10S,13S,14S,17R)-3-ethyl-17-((2S,3S)-3-hydroxyhex-4-yn-2-yl)-10,13-dimethylhexadecahydro-1H-cyclopenta[a]phenanthren-3-ol C(C)[C@]1(CC[C@@]2([C@H]3CC[C@@]4([C@H](CC[C@H]4[C@@H]3CC[C@@H]2C1)[C@H](C)[C@@H](C#CC)O)C)C)O